7-hydroxy-5-(methoxymethyl)pyrazolo[1,5-a]Pyrimidine-3-carboxylic acid ethyl ester C(C)OC(=O)C=1C=NN2C1N=C(C=C2O)COC